C(C1(NC(C2=C(C=3C=4C=CC=NC4C=CC3S2)NC1([2H])[2H])=O)[2H])[2H] 10-(methyl-d)-9,10,11,12-tetrahydro-8H-[1,4]diazepino[5',6':4,5]thieno[3,2-f]quinolin-8-one-10,11,11-d3